N-(5-(6-(4-(tert-butylsulfonyl)phenyl)-1-oxo-3,4-dihydroisoquinolin-2(1H)-yl)-2-hydroxyphenyl)methanesulfonamide C(C)(C)(C)S(=O)(=O)C1=CC=C(C=C1)C=1C=C2CCN(C(C2=CC1)=O)C=1C=CC(=C(C1)NS(=O)(=O)C)O